C1(CC1)C1=NN(C=C1C1=NC(=CC=C1)C)C1CC2(CC(C2)CCNC2=C3C(N(C(C3=CC=C2)=O)C2C(NC(CC2)=O)=O)=O)C1 ((2-(6-(3-cyclopropyl-4-(6-methylpyridin-2-yl)-1H-pyrazol-1-yl)spiro[3.3]heptan-2-yl)ethyl)amino)-2-(2,6-dioxopiperidin-3-yl)isoindoline-1,3-dione